1-[(3-bromo-4-pyridyl)methyl]-3-(4,4-difluorotetrahydrofuran-3-yl)-1-methyl-urea BrC=1C=NC=CC1CN(C(=O)NC1COCC1(F)F)C